4-((1R,3s,5S,6r)-6-(1-isopropyl-3-(4-(trifluoromethoxy)phenyl)-1H-pyrazol-5-yl)bicyclo[3.1.0]hexane-3-yl)-1,4-oxaazepane C(C)(C)N1N=C(C=C1C1[C@H]2CC(C[C@@H]12)N1CCOCCC1)C1=CC=C(C=C1)OC(F)(F)F